BrC1=CC=CC(=N1)N1N=NC2=C1C=CC=C2 1-(6-bromo-2-pyridinyl)-1H-benzotriazole